NC1=NC(=NC(=N1)N)CCN1C(=NC(=C1)C)CC 2,4-diamino-6-[2-(2-ethyl-4-methyl-1-imidazolyl)ethyl]s-triazine